trifluoromethylaniline C1=CC=C(C=C1)NC(F)(F)F